N[C@H]1CNCCC1 (3R)-3-aminopiperidine